[Cu].[Pb].[Ni].OC(C)N1CN(CN(C1)O)O 1,3,5-trihydroxyethyl-hexahydros-triazine nickel-lead-copper